2,2',2'',6,6',6''-Hexa-(1,1-dimethylethyl)4,4',4''-[(2,4,6-trimethyl-1,3,5-benzenetriyl)-trismethylene]-triphenol CC(C)(C)C1=C(C(=CC(=C1)CC=1C(=C(C(=C(C1C)CC1=CC(=C(C(=C1)C(C)(C)C)O)C(C)(C)C)C)CC1=CC(=C(C(=C1)C(C)(C)C)O)C(C)(C)C)C)C(C)(C)C)O